(±)-trans-2-((3-(4-chlorobenzyl)-4-((4-((3-fluoropyridin-2-yl)oxy)phenyl)imino)-2,6-dioxo-1,3,5-triazin-1-yl)methyl)cyclopropane-1-carboxylic acid ClC1=CC=C(CN2C(N(C(NC2=NC2=CC=C(C=C2)OC2=NC=CC=C2F)=O)C[C@H]2[C@@H](C2)C(=O)O)=O)C=C1 |r|